ClC1=C(C=CC=C1)N1C(N=C(C2=C1N=C(S2)C)NC)=O 4-(2-chlorophenyl)-2-methyl-7-(methylamino)-[1,3]thiazolo[4,5-d]pyrimidin-5-one